FC(S(=O)(=O)OC=1CCC2(CCN(CC2)C(=O)OC(C)(C)C)CC1)(F)F tert-butyl 9-(trifluoromethylsulfonyloxy)-3-azaspiro[5.5]undec-9-ene-3-carboxylate